OC1=C(C=NC=C1)C=1NC2=C(N1)C=CC=C2 2-(4-hydroxy-3-pyridinyl)benzimidazole